C1=CC=C(C=C1)NC2=CC=C(C=C2)NC3=CC=CC=C3 diphenyl-p-phenylenediamine